4-(4-(2-(4,4-difluoropiperidin-1-yl)-6-methylpyrimidin-4-yl)-1H-pyrazol-1-yl)-3-(6-Azaspiro[2.5]octane-6-yl)aniline FC1(CCN(CC1)C1=NC(=CC(=N1)C=1C=NN(C1)C1=C(C=C(N)C=C1)N1CCC2(CC2)CC1)C)F